FC=1C=C(CC=2C=CC(=NC2)NC(N(C[C@H](C)O)CC)=S)C=C(C1)F (S)-3-(5-(3,5-difluorobenzyl)pyridin-2-yl)-1-ethyl-1-(2-hydroxypropyl)thiourea